COC=1C=C(C=CC1)/C(=C(/C(=O)O)\C)/CC (2E)-3-(3-methoxyphenyl)-2-methylpent-2-enoic acid